(±)-trans-N-(biphenyl-3-yl)-4-(2-fluorophenyl)pyrrolidine-3-carboxamide hydrochloride Cl.C1(=CC(=CC=C1)NC(=O)[C@@H]1CNC[C@H]1C1=C(C=CC=C1)F)C1=CC=CC=C1 |r|